CC(C(O)(C)C)(C(CCC)O)C tetramethyl-1,3-hexanediol